BrC=1C=C(C=2N(C1)C(=C(N2)C(C)(C)O)C(C)C)F 2-(6-bromo-8-fluoro-3-isopropyl-imidazo[1,2-a]pyridin-2-yl)propan-2-ol